[N+](=O)([O-])[O-].[Ce+3].[N+](=O)([O-])[O-].[N+](=O)([O-])[O-] cerium nitrate salt